C(C1=CC=CC=C1)C1(OC(C2=CC=CC=C12)=O)OC 3-benzyl-3-methoxyisobenzofuran-1(3H)-one